C1(CCCCCC1)CNC(=O)C1=CC2=C(N=C(N2)C2(CCC2)C)C=C1 N-(cycloheptylmethyl)-2-(1-methylcyclobutyl)-3H-benzimidazole-5-carboxamide